pentadecan-15-olide C1(CCCCCCCCCCCCCCO1)=O